tert-butyl (S)-4-(1-((6-methoxy-2-methyl-2H-pyrazolo[3,4-b]pyridin-5-yl)carbamoyl)-2,3-dihydro-1H-pyrrolo[2,3-b]pyridin-4-yl)-2-methylpiperazine-1-carboxylate COC=1C(=CC=2C(N1)=NN(C2)C)NC(=O)N2CCC=1C2=NC=CC1N1C[C@@H](N(CC1)C(=O)OC(C)(C)C)C